(S)-N-(4-methyl-3-(2-morpholino-6-(((S)-1,1,1-trifluoro-3-hydroxypropan-2-yl)amino)pyridin-4-yl)phenyl)-3-(2,2,2-trifluoroethyl)pyrrolidine-1-carboxamide CC1=C(C=C(C=C1)NC(=O)N1C[C@@H](CC1)CC(F)(F)F)C1=CC(=NC(=C1)N[C@H](C(F)(F)F)CO)N1CCOCC1